N1CC1.N1CC1 ethylenimine (ethylenimine)